Tetraisopropyl-12-bromo-4,7,10-trioxa-dodecane-1,1-diyl bisphosphonate P(OC(C(COCCOCCOCC(Br)(C(C)C)C(C)C)C(C)C)(C(C)C)OP([O-])=O)([O-])=O